oxalyl-di-octanediamine C(C(=O)CCCCCCCC(N)N)(=O)CCCCCCCC(N)N